C(C)OC(/C(=N/N1C(C(CC1CC1CC1)O[Si](C)(C)C(C)(C)C)=O)/N)=O (Z)-2-amino-2-((3-((tert-butyldimethylsilyl)oxy)-5-(cyclopropylmethyl)-2-oxopyrrolidin-1-yl)imino)acetic acid ethyl ester